N-(2-(4,4-Dimethylpiperidin-1-yl)-4-(4-methylpiperazin-1-yl)phenyl)-2-fluoropyrimidine-4-carboxamide CC1(CCN(CC1)C1=C(C=CC(=C1)N1CCN(CC1)C)NC(=O)C1=NC(=NC=C1)F)C